2-chloro-6-(2,6-dichloro-3,5-dimethoxyphenyl)-8-fluoroquinazoline ClC1=NC2=C(C=C(C=C2C=N1)C1=C(C(=CC(=C1Cl)OC)OC)Cl)F